CC1(O[C@@H](CC1)C(=O)N1CCOCC1)C (3aS,5S,6S,6aS)-2,2-dimethyl-5-(morpholine-4-carbonyl)-tetrahydrofuran